azodi(hexahydrobenzonitrile) N(=NC1C(C#N)CCCC1)C1C(C#N)CCCC1